6-(2-(4-(2-(3,3-difluoropiperidin-1-yl)-6-methylpyrimidin-4-yl)-1H-pyrazol-1-yl)-5-Nitrophenyl)-6-azaspiro[2.5]octane FC1(CN(CCC1)C1=NC(=CC(=N1)C=1C=NN(C1)C1=C(C=C(C=C1)[N+](=O)[O-])N1CCC2(CC2)CC1)C)F